COC[C@]12CN(C[C@H](CC1)N2)C(=O)OCC2=CC=CC=C2 benzyl (1R,5S)-1-(methoxymethyl)-3,8-diazabicyclo[3.2.1]octane-3-carboxylate